3-(3-(2-((3-(2-carboxy-2-(pyrrolidin-3-yl)ethyl)benzyl)(2-(3-(2-carboxy-2-(pyrrolidin-3-yl)ethyl)phenoxy)ethyl)amino)-2-thioxoethyl)phenyl)-2-(pyrrolidin-3-yl)propanoic acid C(=O)(O)C(CC=1C=C(CN(C(CC=2C=C(C=CC2)CC(C(=O)O)C2CNCC2)=S)CCOC2=CC(=CC=C2)CC(C2CNCC2)C(=O)O)C=CC1)C1CNCC1